C(C)(C)N(C=NC1=C(C=C(C(=C1)OC)C(C(F)(F)F)(C1=CC=CC=C1)O)C)C N-Isopropyl-N'-[5-methoxy-2-methyl-4-(2,2,2-trifluoro-1-hydroxy-1-phenylethyl)phenyl]-N-methylimidoformamid